O=CC[C@H](O)[C@H](O)CO 2-Deoxy-D-erythro-pentose